CSC1=C(C=CC=C1)C1=C(C=CC=C1)SC 2,2'-bis(methylthio)-1,1'-biphenyl